C(C)(C)(CC(C)(C)C)S tert-octyl thiol